4-((5-(1,6-dimethyl-1H-pyrazolo[3,4-b]pyridin-4-yl)-3-methyl-4,5,6,7-tetrahydro-1H-pyrazolo[4,3-c]pyridin-1-yl)methyl)-N-(2-methoxyethyl)-N-methylbicyclo[2.2.2]octan-1-amine CN1N=CC=2C1=NC(=CC2N2CC1=C(CC2)N(N=C1C)CC12CCC(CC1)(CC2)N(C)CCOC)C